Methyl N-[4-[7-amino-3-(3,4-dimethoxyphenyl)-5-(1-methylpiperidin-4-yl)oxypyrazolo[1,5-a]pyrimidin-6-yl]phenyl]carbamate NC1=C(C(=NC=2N1N=CC2C2=CC(=C(C=C2)OC)OC)OC2CCN(CC2)C)C2=CC=C(C=C2)NC(OC)=O